ClC1=C(C#N)C=CC(=C1)N1CC2(C[C@H]1C)CCN(CC2)C2=CC=C(C=C2)C(=O)N2CCC(CC2)CN2CCN(CC2)C2=CC(=CC=C2)N[C@@H]2C(NC(CC2)=O)=O 2-Chloro-4-((R)-8-(4-(4-((4-(3-(((S)-2,6-dioxo-piperidin-3-yl)amino)-phenyl)piperazin-1-yl)-methyl)piperidine-1-carbonyl)phenyl)-3-methyl-2,8-diazaspiro[4.5]decan-2-yl)benzonitrile